5-bromo-6-methyl-1-tetrahydropyran-2-yl-pyrazolo[3,4-b]pyridine BrC=1C=C2C(=NC1C)N(N=C2)C2OCCCC2